1-(5-(1-(2,6-dichlorophenyl)azetidin-3-yl)-2,3-dihydro-1H-inden-1-yl)piperidine-4-carboxylic acid ClC1=C(C(=CC=C1)Cl)N1CC(C1)C=1C=C2CCC(C2=CC1)N1CCC(CC1)C(=O)O